rel-(2S*,4S)-2-aminohexane-1,4-diol hydrochloride Cl.N[C@H](CO)C[C@H](CC)O |o1:2,6|